NC1=NC(=NN2C1=C(C=C2)C2=CC=C1C(=N2)N(C(=N1)C)CCF)N[C@@H]1[C@@H](CN(CC1)C(C)=O)F 1-((3R,4S)-4-((4-Amino-5-(3-(2-fluoroethyl)-2-methyl-3H-imidazo[4,5-b]pyridin-5-yl)pyrrolo[2,1-f][1,2,4]triazin-2-yl)amino)-3-fluoropiperidin-1-yl)ethan-1-one